BrC1=CC=C(C=C1)N1CCN(CCC1)C 1-(4-bromophenyl)-4-methyl-1,4-diazepane